2-Cyclopropyl-N-(6-ethoxypyridin-2-yl)-7-isopropoxyimidazo[1,2-a]pyridine-6-carboxamide C1(CC1)C=1N=C2N(C=C(C(=C2)OC(C)C)C(=O)NC2=NC(=CC=C2)OCC)C1